C(C1=CC(C(=O)[O-])=CC=C1)(=O)[O-].OC(C)(C)O.[Na+].[Na+] sodium dihydroxypropane isophthalate